N-(3-(7-fluoro-5-oxo-1-thioxo-1,2-dihydro-[1,2,4]triazolo[4,3-a]quinazolin-4(5H)-yl)propyl)-2-phenylacetamide FC=1C=C2C(N(C=3N(C2=CC1)C(NN3)=S)CCCNC(CC3=CC=CC=C3)=O)=O